FC(C1=CC=C(C(=O)NC=2OC(=NN2)C2=CC=CC=C2)C=C1)(F)F 4-(trifluoromethyl)-N-(5-phenyl-1,3,4-oxadiazol-2-yl)benzamide